FC1=C(C=CC(=C1)F)C(CN1N=NC(=C1)COC1=CC=C(C=C1)C(C=CC1=CC=C(C=C1)C)=O)(CN1N=CN=C1)O 1-[4-[[1-[2-(2,4-Difluorophenyl)-2-hydroxy-3-(1,2,4-triazol-1-yl)propyl]triazol-4-yl]methoxy]phenyl]-3-(4-methylphenyl)prop-2-en-1-one